2-methoxy-2-phenylpropanamide COC(C(=O)N)(C)C1=CC=CC=C1